Methyl 2-(7-chloro-2-(2,2-dimethyl-4-oxo-5-aza-3-oxahex-6-yl)-1-benzofuran-5-yl)-5-fluoropyridine-4-carboxylate ClC1=CC(=CC=2C=C(OC21)CNC(OC(C)(C)C)=O)C2=NC=C(C(=C2)C(=O)OC)F